NC1=C(C=CC(=C1)N)C(C(=O)O)(CCCC(=O)O)C1=CC=C(C=C1)\C=C\C(=O)C1=CC=C(C=C1)F 2-(2,4-Diaminophenyl)-2-[4-[(E)-3-(4-fluorophenyl)-3-oxoprop-1-enyl]phenyl]hexanedioic acid